tetraglycidyl-[4,4'-methylenedianiline] C(C1CO1)N(C1=CC=C(C=C1)CC1=CC=C(N(CC2CO2)CC2CO2)C=C1)CC1CO1